C1(CC1)OC=1C(=NC=C(C(=O)O)C1)C=O 5-CYCLOPROPOXY-6-FORMYLNICOTINIC ACID